CN1C(C2=CC(=CC(=C2C=C1N1CCC(CC1)C)[C@@H](C)N[S@](=O)C(C)(C)C)C)=O (R)-N-((R)-1-(2,7-dimethyl-3-(4-methylpiperidin-1-yl)-1-oxo-1,2-dihydroisoquinolin-5-yl)ethyl)-2-methylpropane-2-sulfinamide